1-(3-((5-chloro-2-((2-methyl-4-(piperidin-yl)phenyl)amino)pyrimidin-4-yl)amino)propyl)piperidin-2-one ClC=1C(=NC(=NC1)NC1=C(C=C(C=C1)N1CCCCC1)C)NCCCN1C(CCCC1)=O